C(C)(C)(C)OC(N(C)[C@H]1[C@@H](CNCC1)F)=O Trans-(3-fluoropiperidin-4-yl)(methyl)carbamic acid tert-butyl ester